Cyclohexyl-2-(allyloxymethyl)acrylic acid C1(CCCCC1)C=C(C(=O)O)COCC=C